6-(2-methyl-2H-1,2,3-triazol-4-yl)pyridin CN1N=CC(=N1)C1=CC=CC=N1